FC(C(=O)O)(F)F.N1CC(C1)=C1CN(CC1)C1=NC=NC=C1OC1=C(C(=O)N(C(C)C)CC)C=C(C=C1)F 2-(4-(3-(azetidin-3-ylidene)pyrrolidin-1-yl)pyrimidin-5-oxy)-N-ethyl-5-fluoro-N-isopropylbenzamide trifluoroacetate